C(C)(C)(C)C1=NC(=NO1)C(=O)NCC1=C(C=C(C=C1)C1=NC=NN2C1=CC(=C2)N2CCN(CC2)C(C2=C(C=CC=C2)CNC(C2=CC=C(C=C2)OC2C(NC(CC2)=O)=O)=O)=O)C 5-(tert-butyl)-N-(4-(6-(4-(2-((4-((2,6-dioxopiperidin-3-yl)oxy)benzamido)methyl)benzoyl)piperazin-1-yl)pyrrolo[2,1-f][1,2,4]triazin-4-yl)-2-methylbenzyl)-1,2,4-oxadiazole-3-carboxamide